(tert-Butyl-1-pyridinio)-1-propanesulfonate C(C)(C)(C)C1=[N+](C=CC=C1)C(CC)S(=O)(=O)[O-]